sarcosyl chloride hydrochloride Cl.N(C)CC(=O)Cl